COC1=CC=C(C=2NC(=NC21)C(F)(F)F)C=2C=C(C=CC2OC2=CC=C(C=C2)C(F)(F)F)S(=O)(=O)NC 3-[4-methoxy-2-(trifluoromethyl)-1H-benzimidazol-7-yl]-N-methyl-4-[4-(trifluoromethyl)phenoxy]benzene-1-sulfonamide